4-(di-p-tolylamino)-4'-[(di-p-tolylamino)styryl]stilbene CC1=CC=C(C=C1)N(C2=CC=C(C=C2)/C=C/C3=CC=C(C=C3)/C=C/C4=CC=C(C=C4)N(C5=CC=C(C=C5)C)C6=CC=C(C=C6)C)C7=CC=C(C=C7)C